C(C)(C)(C)OC[C@@H](C(=O)N[C@@H](CCC(=O)OC(C)(C)C)C(=O)NC1=CC=C(C=C1)CCl)NC([C@H](C)NC(CCN1C(C=CC1=O)=O)=O)=O tert-butyl (S)-4-((S)-3-(tert-butoxy)-2-((S)-2-(3-(2,5-dioxo-2,5-dihydro-1H-pyrrol-1-yl)propanamido)propanamido)propanamido)-5-((4-(chloromethyl)phenyl)amino)-5-oxopentanoate